CC1(N(CCC1)CCNC(=O)C1=CC(=C(S1)NC(=O)C=1C=NN2C1SC(=C2)C=2C=NC=CC2)C)C N-(5-((2-(2,2-dimethylpyrrolidin-1-yl)ethyl)carbamoyl)-3-methylthiophen-2-yl)-2-(pyridin-3-yl)pyrazolo[5,1-b]thiazole-7-carboxamide